FC=1C=C2C(=NC(=NC2=C(C1C1=CC=CC2=CC=CC(=C12)Cl)F)OCC12CCCN2CCC1)N1[C@H](CN(CC1)C(C=C)=O)C (S)-1-(4-(6,8-difluoro-7-(8-chloronaphthalen-1-yl)-2-((tetrahydro-1H-pyrrolizin-7a(5H)-yl)methoxy)quinazolin-4-yl)-3-methylpiperazin-1-yl)prop-2-en-1-one